BrC1=C2CCOC(C2=C(C=C1)F)CNC 1-(5-bromo-8-fluoroisochroman-1-yl)-N-methyl-methylamine